tert-butyl methyl(1-methyl-7-(trifluoromethyl)isochroman-4-yl)carbamate CN(C(OC(C)(C)C)=O)C1COC(C2=CC(=CC=C12)C(F)(F)F)C